OC(C=1C=NN(C1)C1CCN(CC1)C(=O)OC(C)(C)C)C=1C=2C3=C(C(NC3=CC1)=O)C=CC2 tert-Butyl 4-(4-(Hydroxy(2-oxo-1,2-dihydrobenzo[cd]indol-6-yl)methyl)-1H-pyrazol-1-yl)piperidine-1-carboxylate